methyl (1R,4S,5S)-2-[5-(3-iodo-7-methyl-1H-indazol-1-yl)pyridin-2-yl]-2-azabicyclo[2.2.1]heptane-5-carboxylate IC1=NN(C2=C(C=CC=C12)C)C=1C=CC(=NC1)N1[C@H]2C[C@@H]([C@@H](C1)C2)C(=O)OC